OC[C@]1(OC2=C(C1)C=C(C(=C2)N2CCOCC2)NC(=O)C2=NN(C=C2)C)C (S)-N-(2-(Hydroxymethyl)-2-methyl-6-morpholino-2,3-dihydrobenzofuran-5-yl)-1-methyl-1H-pyrazole-3-carboxamide